methyl (S)-(7-((1-((tert-butyldiphenylsilyl)oxy)hexan-3-yl)amino)-1-(4-(hydroxyl-methyl)-2-methoxybenzyl)-3-methyl-1H-pyrazolo[4,3-d]pyrimidin-5-yl)carbamate [Si](C1=CC=CC=C1)(C1=CC=CC=C1)(C(C)(C)C)OCC[C@H](CCC)NC=1C2=C(N=C(N1)NC(OC)=O)C(=NN2CC2=C(C=C(C=C2)CO)OC)C